(E)-3-(Styrylthio)pyridazine C(=C\C1=CC=CC=C1)/SC=1N=NC=CC1